(R)-3-(2-fluoro-4-iodophenoxy)pyrrolidine aluminum [Al].FC1=C(O[C@H]2CNCC2)C=CC(=C1)I